4-[4-(1-Fmoc-aminoethyl)-2-methoxy-5-Nitrophenoxy]Butylamide C(=O)(OCC1C2=CC=CC=C2C2=CC=CC=C12)C(CN)C1=CC(=C(OCCCC[NH-])C=C1[N+](=O)[O-])OC